FC1=CC=C(C=C1)C=1C(C(=NN(C1)CCOC)C(=O)N)=O 5-(4-fluorophenyl)-1-(2-methoxyethyl)-4-oxo-1,4-dihydropyridazine-3-carboxamide